tert-butyl N-but-3-ynylcarbamate C(CC#C)NC(OC(C)(C)C)=O